C(#N)C1=C(C=CC=C1)N1N=NC(=C1C)C(=O)NC1=NC2=CC=CC=C2C=C1 1-(2-Cyanophenyl)-5-methyl-N-(quinolin-2-yl)-1H-1,2,3-triazole-4-carboxamide